N1(CCCC1)CCNC1=NC=C(C=N1)C(=O)N 2-((2-(pyrrolidin-1-yl)ethyl)amino)pyrimidine-5-carboxamide